(R)-(5-((2-amino-2,4-dimethylpentyl)oxy)-4-(trifluoromethyl)-[2,4'-bipyridinyl]-2'-yl)carbamic acid methyl ester COC(NC1=NC=CC(=C1)C1=NC=C(C(=C1)C(F)(F)F)OC[C@](CC(C)C)(C)N)=O